ClC1=CC=C2C(=N1)C(=CN2)NC2=NC1=C(N2)C=CC(=C1)C(C)C N-(5-Chloro-1H-pyrrolo[3,2-b]pyridin-3-yl)-5-isopropyl-1H-benzo[d]imidazol-2-amine